Methyl (S)-2-(methoxymethyl)-2-((5-nitro-1-(phenylsulfonyl)-1H-pyrrolo[2,3-b]pyridin-4-yl)amino)propanoate COC[C@](C(=O)OC)(C)NC1=C2C(=NC=C1[N+](=O)[O-])N(C=C2)S(=O)(=O)C2=CC=CC=C2